CC=1/C(/C2=CC=CC=C2C1CCC1=NN=NN1)=C/C1=CC=C(C=C1)OC1=CC=C(C=C1)C(C)C 5-{2-[(1Z)-2-methyl-1-({4-[4-(propan-2-yl)phenoxy]phenyl}methylene)-1H-inden-3-yl]ethyl}-1H-1,2,3,4-tetrazole